P(=O)(OCN1N=CC(=C1)C=1SC=C(N1)C(NC=1C(=NN(C1)[C@@H]1CC[C@H](CC1)OCC)C1=NC=CC=N1)=O)([O-])[O-].[Na+].[Na+] sodium (4-(4-((1-(trans-4-ethoxycyclohexyl)-3-(pyrimidin-2-yl)-1H-pyrazol-4-yl)carbamoyl)thiazol-2-yl)-1H-pyrazol-1-yl)methyl phosphate